2-[(2R,4S)-4-({6-[(1R)-2,2-Difluoro-1-[(2S)-1-methylpyrrolidin-2-yl]ethoxy]-2-{5-[2-(2,6-difluorophenyl)propan-2-yl]-1,2,4-oxadiazol-3-yl}pyrimidin-4-yl}oxy)piperidin-2-yl]acetonitrile FC([C@H](OC1=CC(=NC(=N1)C1=NOC(=N1)C(C)(C)C1=C(C=CC=C1F)F)O[C@@H]1C[C@H](NCC1)CC#N)[C@H]1N(CCC1)C)F